C1([C@H]2N(C(CN1)=O)CCC2)=O (8aS)-2,3,6,7,8,8a-Hexahydropyrrolo[1,2-a]pyrazine-1,4-dione